OC=1C=C(C=CC1O)NC(CCC(=O)NC1=NC(=CC=C1)OC([2H])([2H])[2H])=O N1-(3,4-dihydroxyphenyl)-N4-(6-(methoxy-d3)pyridin-2-yl)succinamide